1,2-Diamino-propane NCC(C)N